FC1(CN(CCOC1C1=CC=CC=C1)C1=CC(=C(C(=C1)C)NC(CC(C)(C)C)=O)F)F N-[4-(6,6-difluoro-7-phenyl-1,4-oxazepan-4-yl)-2-fluoro-6-methyl-phenyl]-3,3-dimethyl-butanamide